3-(cyclohexylamino)-propane-1-sulfonic acid C1(CCCCC1)NCCCS(=O)(=O)O